9-(2,6-difluorophenyl)-3-pyridazin-3-yl-16-thia-2,4,5,8-tetraazatetracyclo[8.6.0.02,6.011,15]Hexadeca-1(10),3,5,8,11(15)-pentaene-13-carboxylic acid ethyl ester C(C)OC(=O)C1CC=2C=3C(=NCC4=NN=C(N4C3SC2C1)C=1N=NC=CC1)C1=C(C=CC=C1F)F